pyrrolo(1,2-b)[1,2,5]Benzothiadiazine-5,5-dioxide N1=CC=CC2=C1C=C1N(S2(=O)=O)CC=C1